Cl.FC=1C=C(C=CC1)C=1C(=NN(C(C1)=O)CC(=O)N[C@H]1CNCCC1)C(C)C (R)-2-(4-(3-fluorophenyl)-3-isopropyl-6-oxopyridazin-1(6H)-yl)-N-(piperidin-3-yl)acetamide HCl salt